6-[(5-fluoropyridin-2-yl)amino]-N-methyl-4-{[2-(oxetan-3-yl)-2H,4H-chromeno[4,3-c]pyrazol-6-yl]amino}pyridazine-3-carboxamide FC=1C=CC(=NC1)NC1=CC(=C(N=N1)C(=O)NC)NC1=CC=CC2=C1OCC=1C2=NN(C1)C1COC1